8-(4-(4-(3-(2-(2,6-dioxopiperidin-3-yl)-1-oxoisoindolin-4-yl)propyl)piperazin-1-yl)piperidin-1-yl)-9-ethyl-6,6-dimethyl-11-oxo-6,11-dihydro-5H-benzo[b]carbazole-3-carbonitrile O=C1NC(CCC1N1C(C2=CC=CC(=C2C1)CCCN1CCN(CC1)C1CCN(CC1)C=1C(=CC2=C(C(C=3NC4=CC(=CC=C4C3C2=O)C#N)(C)C)C1)CC)=O)=O